1-(5-methyl-5-benzyl-3-(4-tert-butylphenyl)-4,5-dihydro-1H-pyrazol-1-yl)-1-ethanone CC1(CC(=NN1C(C)=O)C1=CC=C(C=C1)C(C)(C)C)CC1=CC=CC=C1